6-(4-chlorophenyl)-3-oxo-2-(pyrimidin-5-yl)-2,3-dihydropyridazine-4-carboxylic acid methyl ester COC(=O)C=1C(N(N=C(C1)C1=CC=C(C=C1)Cl)C=1C=NC=NC1)=O